ClC1=C2C(=NC=C1C=1C=C(C=CC1)N1C(CN(CC1)S(=O)(=O)CCCN1CC(C1)C)=O)NC=C2C2CC2 1-(3-(4-chloro-3-cyclopropyl-1H-pyrrolo[2,3-b]pyridin-5-yl)phenyl)-4-((3-(3-methylazetidin-1-yl)propyl)sulfonyl)piperazin-2-one